triphenyltoluene diisocyanate C1(=CC=CC=C1)C(C=1C(N=C=O)=CC(N=C=O)=CC1)(C1=CC=CC=C1)C1=CC=CC=C1